4-((4-(5-(4-chlorophenoxy)-2,2-dimethylpentanoyl)piperazin-1-yl)sulfonyl)benzoic acid ClC1=CC=C(OCCCC(C(=O)N2CCN(CC2)S(=O)(=O)C2=CC=C(C(=O)O)C=C2)(C)C)C=C1